FC(C(=O)O)(F)F.NCCNC(=O)C1=C(C(=C(S1)NC(C(CC)C1=CC=C(C=C1)F)=O)C(=O)OC)C Methyl 5-((2-aminoethyl)carbamoyl)-2-(2-(4-fluorophenyl)butanamido)-4-methylthiophene-3-carboxylate trifluoroacetate